N-(4-(6-chloro-7-(8-ethynyl-7-fluoro-3-hydroxynaphthalen-1-yl)-8-fluoro-2-((tetrahydro-1H-pyrrolizin-7a(5H)-yl)methoxy)quinazolin-4-yl)-1,4-oxazepan-6-yl)acrylamide ClC=1C=C2C(=NC(=NC2=C(C1C1=CC(=CC2=CC=C(C(=C12)C#C)F)O)F)OCC12CCCN2CCC1)N1CCOCC(C1)NC(C=C)=O